C(#N)CC(=O)N1CC(C1)C(=O)N(C)[C@H](C(F)(F)F)C1=NC=C(C=C1)NC1CC2=CC=C(C(=C2C1)Cl)Cl 1-(2-Cyanoacetyl)-N-((1S)-1-(5-((4,5-dichloro-2,3-dihydro-1H-inden-2-yl)amino)pyridin-2-yl)-2,2,2-trifluoroethyl)-N-methylazetidine-3-carboxamide